CC1(C2=CC(=CC=C2NC=2C=CC(=CC12)C1=C(C(=O)NC)C=CC=C1)CN1CCNCC1)C 2-(9,9-dimethyl-7-(piperazin-1-ylmethyl)-9,10-dihydroacridin-2-yl)-N-methylbenzamide